N-(3-chloro-4-(trifluoromethyl)phenyl)-2-fluoro-6,7,8,9-tetrahydro-5H-5,8-epiminobenzo-[7]annulene-10-carboxamide ClC=1C=C(C=CC1C(F)(F)F)NC(=O)N1C2CCC1CC1=C2C=CC(=C1)F